(12R)-20-Amino-6-hydroxy-6-(trifluoromethyl)-22-oxa-3,4,16,21-tetraazatetracyclo[15.3.1.12,5.012,16]docosa-1(21),2,4,17,19-pentaene-18-carbonitrile NC1=CC(=C2N3CCC[C@H]3CCCCCC(C3=NN=C(C1=N2)O3)(C(F)(F)F)O)C#N